FC(C(=O)N[C@H]1[C@@H](N(C(C1)=O)C=1C=C2C=NN(C2=CC1)C1=CC=CC=C1)C1=CC=CC=C1)(C)F 2,2-difluoro-N-(trans-5-oxo-2-phenyl-1-(1-phenyl-1H-indazol-5-yl)pyrrolidin-3-yl)propan-amide